(S)-4-(1-(5-(3,5-difluorophenyl)-1-(naphthalen-2-ylmethyl)-1H-indazole-7-carboxamido)ethyl)benzoic acid FC=1C=C(C=C(C1)F)C=1C=C2C=NN(C2=C(C1)C(=O)N[C@@H](C)C1=CC=C(C(=O)O)C=C1)CC1=CC2=CC=CC=C2C=C1